(2e)-3-(1,3-thiazol-2-yl)prop-2-enal S1C(=NC=C1)/C=C/C=O